methyl 5-((S)-1-((R)-4-(4-bromo-2-fluorophenyl)-2-((tert-butoxycarbonyl) imino)-4-neopentyl-5-oxoimidazolidin-1-yl)-2-((cyclopropylcarbamoyl) oxy) ethyl)-2-chlorobenzoate BrC1=CC(=C(C=C1)[C@]1(NC(N(C1=O)[C@H](COC(NC1CC1)=O)C=1C=CC(=C(C(=O)OC)C1)Cl)=NC(=O)OC(C)(C)C)CC(C)(C)C)F